FC(OC1=C(C=C(C=C1)SC[C@H](C)O)C1=NN(C=C1NC(=O)C=1C=NN2C1N=CC=C2)C)F N-[3-[2-(difluoromethoxy)-5-[(2S)-2-hydroxypropyl]sulfanyl-phenyl]-1-methyl-pyrazol-4-yl]pyrazolo[1,5-a]pyrimidine-3-carboxamide